2,2,2-trichloro-N-(2-methoxyethyl)-N-((4-methyl-3-oxoquinuclidin-2-yl)methyl)acetamide ClC(C(=O)N(CC1N2CCC(C1=O)(CC2)C)CCOC)(Cl)Cl